BrC=1C=C(C=CC1OC)C1(CCOCC1)C#N 4-(3-bromo-4-methoxyphenyl)tetrahydro-2H-pyran-4-carbonitrile